3-(N,N-dimethylamino)-1-(4-iodophenyl)propan-1-one tert-butyl-4-[[(2r,5s)-5-(iodomethyl)-1,4-dioxan-2-yl]methyl]piperazine-1-carboxylate C(C)(C)(C)OC(=O)N1CCN(CC1)C[C@H]1OC[C@H](OC1)CI.CN(C)CCC(=O)C1=CC=C(C=C1)I